CC1(OB(OC1(C)C)C=1C=C2C(=NC1)NC=C2)C 5-(4,4,5,5-Tetramethyl-1,3,2-dioxaborolan-2-yl)-1H-pyrrolo[2,3-b]pyridine